NC1=C(C(=CC=C1)C(F)(F)F)N(S(=O)=O)C N-(2-amino-6-(trifluoromethyl)phenyl)-N-methylsulfonamide